((1s,4s)-4-((5-(imidazo[1,2-a]pyrimidin-6-yl)-4-methoxy-7H-pyrrolo[2,3-d]pyrimidin-2-yl)amino)cyclohexyl)(pyrrolidin-1-yl)methanone N=1C=CN2C1N=CC(=C2)C2=CNC=1N=C(N=C(C12)OC)NC1CCC(CC1)C(=O)N1CCCC1